1-propyl-3-methylimidazole serine salt N[C@@H](CO)C(=O)O.C(CC)N1CN(C=C1)C